C(C)(C)(C)C1=C(C(=CC(=C1)CCCCCCC)C(C)(C)C)O 2,6-di-tert-butyl-4-heptyl-phenol